7-bromo-N-(4-(((tert-butyldimethylsilyl)oxy)methyl)benzyl)-2-chloro-3-nitroquinolin-4-amine BrC1=CC=C2C(=C(C(=NC2=C1)Cl)[N+](=O)[O-])NCC1=CC=C(C=C1)CO[Si](C)(C)C(C)(C)C